C(C1=CC=CC=C1)(=O)C=1N2C=CC=C2C=C(C1)C(=O)N1CCNCC1 (5-benzoylindolizin-7-yl)(piperazin-1-yl)methanone